N-(benzyl)-1H-purin-6-amine C(C1=CC=CC=C1)NC1=C2N=CN=C2N=CN1